C(C)(C)(C)C1CCC(CC1)C1=CC=C(C=C1)C=1SC=CN1 2-(4-(4-(tert-butyl)cyclohexyl)phenyl)thiazole